COC1=NC(=NC(=N1)C)NC(=O)NS(=O)(=O)C1=C(SC=C1)C(=O)OC methyl 3-[[[[(4-methoxy-6-methyl-1,3,5-triazin-2-yl)amino]carbonyl]amino]-sulfonyl]-2-thiophenecarboxylate